2-Fluoroethyl (5-(4-oxo-3,4-dihydrophthalazin-1-yl)-1H-benzimidazol-2-yl)carbamate O=C1NN=C(C2=CC=CC=C12)C1=CC2=C(NC(=N2)NC(OCCF)=O)C=C1